(4-(4-(tert-butyl)phenyl)-2-isopropyl-1H-inden-1-yl)hafnium dichloride [Cl-].[Cl-].C(C)(C)(C)C1=CC=C(C=C1)C1=C2C=C(C(C2=CC=C1)[Hf+2])C(C)C